2-methylpiperazine-1,2,4-tricarboxylic acid 1,4-di-tert-butyl ester C(C)(C)(C)OC(=O)N1C(CN(CC1)C(=O)OC(C)(C)C)(C(=O)O)C